C1NCC12CN(CC2)C(C=C)=O 1-(2,6-diazaspiro[3.4]oct-6-yl)prop-2-en-1-one